The molecule is an azabicycloalkane that consists of a hexahydropyrimidine ring fused with a cyclopentane ring at positions 2 and 3. It has a role as a metabolite. C1CC2NCCCN2C1